(R)-N-(2-(1-(3-chloro-4-((3,5-difluoropyridin-2-yl)methoxy-d2)-5',6-dimethyl-2-carbonyl-2H-[1,4'-bipyridin]-2'-yl)-1H-pyrazol-3-yl)propan-2-yl)acetamide ClC=1C(N(C(=CC1OC([2H])([2H])C1=NC=C(C=C1F)F)C)C1=CC(=NC=C1C)N1N=C(C=C1)C(C)(C)NC(C)=O)=C=O